C(C)N(CCNCC1=C(OCC(CN2CCSCC2)O)C=CC=C1)CC 1-[2-({[2-(diethylamino)ethyl]amino}methyl)phenoxy]-3-(4-thiomorpholinyl)-2-propanol